(1-(3-chloro-5-((quinoxalin-6-ylmethyl)amino)pyridin-4-yl)pyrrolidin-3-yl)carbamate ClC=1C=NC=C(C1N1CC(CC1)NC([O-])=O)NCC=1C=C2N=CC=NC2=CC1